1-[(2-Chlorophenyl)methyl]-5-oxopyrrolidine-2-carboxylic Acid ClC1=C(C=CC=C1)CN1C(CCC1=O)C(=O)O